NC1=C(SC2=NC(=CN=C21)C)C(=O)N[C@@H]2CC=1C=CC(=NC1CC2)N2CC1(COC1)[C@H](C2)N 7-amino-N-[(6S)-2-[(8R)-8-amino-2-oxa-6-azaspiro[3.4]octan-6-yl]-5,6,7,8-tetrahydroquinolin-6-yl]-3-methylthieno[2,3-b]pyrazine-6-carboxamide